1-[3-(1-hydroxyethyl)-6-[6-(2-oxa-5-aza-spiro[3.4]octan-5-yl)-benzimidazol-1-yl]-2-pyridyl]-5-methyl-pyrazole-3-carbonitrile OC(C)C=1C(=NC(=CC1)N1C=NC2=C1C=C(C=C2)N2C1(COC1)CCC2)N2N=C(C=C2C)C#N